NCCOC1=CC=C(C=C1)C12CC3CC(CC(C1)C3)C2 1-[4-(2-aminoethoxy)phenyl]adamantane